NC(C(=O)N(C)C1CCCC1)C(C(C)C)(F)F 2-amino-N-cyclopentyl-3,3-difluoro-N,4-dimethylvaleramide